C1(CCC1)OC1=NC(=NC=C1)C1=CC(=C(OCC2C(C2)C(=O)O)C(=C1)F)F 2-[4-(4-cyclobutoxy-pyrimidin-2-yl)-2,6-difluoro-phenoxymethyl]-cyclopropanecarboxylic acid